N-methyl-6-(2-(methylsulfonyl)pyrimidin-5-yl)hex-5-ynamide CNC(CCCC#CC=1C=NC(=NC1)S(=O)(=O)C)=O